N1=CN=C(C2=C1NC=C2)N2CCSC=C2 4-(7H-pyrrolo[2,3-d]pyrimidin-4-yl)-3,4-dihydro-2H-1,4-thiazine